C(CCCCC)(=O)O hexaneoic acid